[Al].BrC1=C2C=CC=NC2=C(C(=C1)Br)O.BrC1=C2C=CC=NC2=C(C(=C1)Br)O.BrC1=C2C=CC=NC2=C(C(=C1)Br)O tris(5,7-dibromo-8-hydroxyquinoline) aluminum